diamyl disulfide C(CCCC)SSCCCCC